NC[C@H](CC1=CC(=C(C=C1)O)Cl)N(C)C (S)-4-(3-amino-2-(dimethylamino)propyl)-2-chlorophenol